C(C)(C)(C)OC(C\C=C\C=1C=NC(=CC1N(C)C(=O)OC(C)(C)C)OC)=O (E)-4-[4-[tert-Butoxycarbonyl-(methyl)amino]-6-methoxy-3-pyridinyl]but-3-enoic acid tert-butyl ester